OCCNCC=1N=CC(=NC1)C=1C(=C(C=CC1)C1=C(C(=CC=C1)C1=CC=2N(C=C1)C(=NN2)C2=CC=C(CN1[C@H](CCC1)C(=O)O)C=C2)C)C (4-(7-(3'-(5-(((2-hydroxyethyl)amino)methyl)pyrazin-2-yl)-2,2'-dimethyl-[1,1'-biphenyl]-3-yl)-[1,2,4]triazolo[4,3-a]pyridin-3-yl)benzyl)-D-proline